C(C)(C)(C)OC(=O)N1CCC(CC1)C1=C(C=C2C(=NN(C2=C1)C)N1C(NC(CC1)=O)=O)F 4-[3-(2,4-dioxohexahydropyrimidin-1-yl)-5-fluoro-1-methyl-indazol-6-yl]piperidine-1-carboxylic acid tert-butyl ester